C(C(=C)C)(=O)OCCOC1=CC=2C(C3=CC=CC=C3SC2C=C1)=O 2-(2-methacryloyloxyethoxy)-9H-thioxanthen-9-one